3-[(5,5-dimethyl-1,4-dioxan-2-yl)methoxy]pyridine-4-carbonitrile CC1(OCC(OC1)COC=1C=NC=CC1C#N)C